(3E)-14,14-dihexyloxy-3-tetradecen-1-ol C(CCCCC)OC(CCCCCCCCC/C=C/CCO)OCCCCCC